COC(C1=C(C=C(C=C1)CCCCCCCC)\C=C\C(=O)OC(C)(C)C)=O 2-[(E)-3-tert-butoxy-3-oxo-prop-1-enyl]-4-octyl-benzoic acid methyl ester